[5-[2-(tert-Butylsulfamoyl)-4-(isopropoxycarbonylamino)phenyl]Thiazol-2-yl]Piperazine-1-carboxylic acid C(C)(C)(C)NS(=O)(=O)C1=C(C=CC(=C1)NC(=O)OC(C)C)C1=CN=C(S1)C1N(CCNC1)C(=O)O